OCC1CCC(CC1)N1N=C2C=C(C(=CC2=C1)NC(=O)[C@H]1OCCCC1)OC (2S)-N-[2-[4-(hydroxymethyl)cyclohexyl]-6-methoxy-indazol-5-yl]tetrahydropyran-2-carboxamide